5-(chloromethyl)-4-methoxy-2-methyl-pyrimidine ClCC=1C(=NC(=NC1)C)OC